4-Chloro-7-(4-{4-[4-({4-[2-(2,6-dioxopiperidin-3-yl)-1,3-dioxo-2,3-dihydro-1H-isoindol-5-yl]piperazin-1-yl}methyl)piperidin-1-yl]phenyl}piperidin-1-yl)-1H-indole-3-carbonitrile ClC1=C2C(=CNC2=C(C=C1)N1CCC(CC1)C1=CC=C(C=C1)N1CCC(CC1)CN1CCN(CC1)C=1C=C2C(N(C(C2=CC1)=O)C1C(NC(CC1)=O)=O)=O)C#N